ClC1=NC(=C2C(=N1)N(N=C2C)C)NC=2N=CN(C2)C2=CC(=C(C(=C2)OC)OC)OC 6-chloro-1,3-dimethyl-N-(1-(3,4,5-trimethoxyphenyl)-1H-imidazol-4-yl)-1H-pyrazolo[3,4-d]pyrimidin-4-amine